CC(CC=NO)(C)C 3,3-dimethylbutyraldehyde oxime